CC1=CC=C(C=C1)S(=O)(=O)OCC1(CC1)F (1-Fluorocyclopropyl)methyl 4-methylbenzenesulfonate